ClC=1C=CC2=C([C@@H](C[C@@H](O2)C(=O)NC23CC(C2)(C3)N3N=CC(=C3)C3=NC=C(C=C3)OC(F)F)O)C1 (2R,4R)-6-chloro-N-(3-{4-[5-(difluoromethoxy)pyridin-2-yl]-1H-pyrazol-1-yl}bicyclo[1.1.1]pentan-1-yl)-4-hydroxy-3,4-dihydro-2H-1-benzopyran-2-carboxamide